C(CCC)C1=CC=C(C=C1)C=1OC(C(N1)=CC=1OC=CC1)=O 2-(4-butylphenyl)-4-(furan-2-ylmethylene)oxazol-5(4H)-one